ClC1=CC(=C(C=C1)C1=NC(=CC2=C1N=CN(C2=O)C)N2C[C@H](OCC2)C=2C=NN(C2)C2CC2)F 8-(4-chloro-2-fluoro-phenyl)-6-[(2R)-2-(1-cyclopropylpyrazol-4-yl)morpholin-4-yl]-3-methyl-pyrido[3,4-d]pyrimidin-4-one